FC1(C(C(C2=C(C(=C(C(=C12)F)F)F)F)(F)F)(F)F)F Perfluoroindan